C1(CC1)N1CCN(CC1)C1CC(C1)NC(OC(C)(C)C)=O tert-butyl ((1r,3r)-3-(4-cyclopropylpiperazin-1-yl)cyclobutyl)carbamate